CC(C)(C)NC(=O)N (1,1-dimethylethyl)urea